C1(CCCC1)N1C(C=C(C2=C1N=C(N=C2)NC2=C1CN(CC1=CC=C2)C)C#C)=O 8-Cyclopentyl-5-ethynyl-2-[(2-methyl-1,3-dihydroisoindol-4-yl)amino]pyrido[2,3-d]pyrimidin-7-one